CP(=O)CCC(=O)O 3-(methylphosphinyl)propionic acid